N=1N(N=CC1)C1=C(C=C(C=N1)NC(=O)C1=C(C=C(C=C1)C1=CC(=C(C=C1)Cl)C#N)C)C(F)(F)F N-(6-(2H-1,2,3-triazol-2-yl)-5-(trifluoromethyl)pyridin-3-yl)-4'-chloro-3'-cyano-3-methyl-[1,1'-biphenyl]-4-carboxamide